(fluoromethoxy)-4-(2-(3-(trifluoromethoxy)phenethyl)phenoxy)-N,N-bis(trifluoromethyl)butan-1-amine FCOC(CCCOC1=C(C=CC=C1)CCC1=CC(=CC=C1)OC(F)(F)F)N(C(F)(F)F)C(F)(F)F